ClC=1N=C2C(=C(C(N(C2=CC1)C)=O)C#N)N1C[C@H]([C@@H](CC1)NC1=C(C=C(C=C1)Cl)OC)C 6-chloro-4-[(3R,4R)-4-(4-chloro-2-methoxy-anilino)-3-methyl-1-piperidyl]-1-methyl-2-oxo-1,5-naphthyridine-3-carbonitrile